FC1(CCC(CC1)C1=C(C(=O)NC=2C=NC(=NC2)N2CCOCC2)C(=CC=N1)C1=C(C=CC(=C1)F)F)F 2-(4,4-difluorocyclohexyl)-4-(2,5-difluorophenyl)-N-(2-morpholinopyrimidin-5-yl)nicotinamide